(cyclopropanecarbonylamino)-2-(3-methylpyrazol-1-yl)benzoic acid C1(CC1)C(=O)NC=1C(=C(C(=O)O)C=CC1)N1N=C(C=C1)C